3,4-dihydro-6-methyl-1,2,3-oxathiazin-4-one-2,2-dioxide, potassium salt [K].CC1=CC(NS(O1)(=O)=O)=O